6-((2-((3R,4R)-3-Amino-4-fluoropiperidin-1-yl)-6-fluoro-5-(trifluoromethyl)-1H-benzo[d]imidazol-1-yl)methyl)nicotinonitril N[C@@H]1CN(CC[C@H]1F)C1=NC2=C(N1CC1=NC=C(C#N)C=C1)C=C(C(=C2)C(F)(F)F)F